tert-butyl 9-(6-amino-5-((4-chloro-2-methyl-2H-indazol-5-yl) thio) pyrazin-2-yl)-1-((tert-butoxycarbonyl) amino)-3,9-diazaspiro[5.5]undecane-3-carboxylate NC1=C(N=CC(=N1)N1CCC2(CCN(CC2NC(=O)OC(C)(C)C)C(=O)OC(C)(C)C)CC1)SC1=C(C2=CN(N=C2C=C1)C)Cl